FC(COS(=O)(=O)C(F)(F)F)(F)F.N1(CCC1)C(\C=C/N1N=C(N=C1)C1=CC(=CC(=C1)C(F)(F)F)C(F)(F)F)=O (Z)-1-(azetidin-1-yl)-3-(3-(3,5-bis(trifluoromethyl)phenyl)-1H-1,2,4-triazol-1-yl)prop-2-en-1-one 2,2,2-trifluoroethyl-trifluoromethanesulfonate